C(C)(C)(C)OC(=O)N(CCC1=CC=C(C=C1)C=1C=C(C2=CN(N=C2C1C)C(C(=O)OCC)C1=C2N(C=N1)C[C@@H](C2)F)C)C ethyl 2-(6-(4-(2-((tert-butoxycarbonyl)(methyl)amino)ethyl)phenyl)-4,7-dimethyl-2H-indazol-2-yl)-2-((R)-6-fluoro-6,7-dihydro-5H-pyrrolo[1,2-c]imidazol-1-yl)acetate